N-{(6R,7aR)-2-[6-ethoxy-4-(2,4,6-trifluorophenyl)-1,2-benzoxazol-3-yl]-7,7-difluoro-3-oxohexahydro-1H-pyrrolo[1,2-c]imidazol-6-yl}ethanesulfonamide C(C)OC1=CC2=C(C(=NO2)N2C(N3[C@H](C2)C([C@@H](C3)NS(=O)(=O)CC)(F)F)=O)C(=C1)C1=C(C=C(C=C1F)F)F